Racemic-tert-butyl (2,3,4,9-tetrahydro-1H-carbazol-2-yl)carbamate C1[C@@H](CCC=2C3=CC=CC=C3NC12)NC(OC(C)(C)C)=O |r|